tert-butyl ((1S,3r)-3-((4-((1-(tert-butyl)-3-((1S,3R)-3-((tert-butyldimethylsilyl)oxy)cyclopentyl)-1H-pyrazol-5-yl)amino)pyridin-2-yl)ethynyl)cyclobutyl)carbamate C(C)(C)(C)N1N=C(C=C1NC1=CC(=NC=C1)C#CC1CC(C1)NC(OC(C)(C)C)=O)[C@@H]1C[C@@H](CC1)O[Si](C)(C)C(C)(C)C